C(=O)(C=1C(OC2=CC(=CC=C2C1)N(CC)CC)=O)C=1C(OC2=CC(=CC=C2C1)N(CC)CC)=O 3,3'-carbonyl-bis(7-diethylamino-coumarin)